bis[2-(2-benzoxazolyl)phenoxide] zinc (II) [Zn+2].O1C(=NC2=C1C=CC=C2)C2=C([O-])C=CC=C2.O2C(=NC1=C2C=CC=C1)C1=C([O-])C=CC=C1